Methyl (S)-1-benzyl-4-(4-chlorophenyl)-6-methyl-4,6-dihydro-1H-azepino[4,3,2-cd]indole-2-carboxylate C(C1=CC=CC=C1)N1[C@@H](C=2C=3C(=CC=CC13)N(CC(C2)C2=CC=C(C=C2)Cl)C)C(=O)OC